C(C1=CC=CC=C1)C1=C(C(=CC(=C1)CC1=CC=CC=C1)CC(C)OC)O 2,4-dibenzyl-6-(2-methoxypropyl)phenol